benzyl 4-[6-(8-tert-butoxy-8-oxo-octyl)-2,6-diazaspiro[3.3]heptan-2-yl]indoline-1-carboxylate C(C)(C)(C)OC(CCCCCCCN1CC2(CN(C2)C2=C3CCN(C3=CC=C2)C(=O)OCC2=CC=CC=C2)C1)=O